COS(=O)(=O)[O-].C(CCCCCCC\C=C/CCCCCCCC)(=O)CC[NH+](CCO)CCC(CCCCCCC\C=C/CCCCCCCC)=O N,N-bis-(2-oleoylethyl)N-2-hydroxyethylammonium methylsulfate